BrC=1C=C2C(=NN=C(C2=CC1)C1=C(C=C(C=C1)C)O)N[C@H]1CNCCC1 (R)-2-(6-bromo-4-(piperidin-3-ylamino)phthalazin-1-yl)-5-methylphenol